C12(CC3CC(CC(C1)C3)C2)CN2N=CC(=C2C)C2=C(C=3OC(CNC3N=C2)(C)C)C(=O)OC methyl 7-(1-(adamantan-1-ylmethyl)-5-methyl-1H-pyrazol-4-yl)-2,2-dimethyl-3,4-dihydro-2H-pyrido[3,2-b][1,4]oxazine-8-carboxylate